chloro(chlorosulfonyl)methyl ketone ClC(S(=O)(=O)Cl)C(=O)C(Cl)S(=O)(=O)Cl